(S)-((2R,5R)-5-(4-Chlorophenyl)pyrrolidin-2-yl)(2-fluorophenyl)-methanol hydrochloride Cl.ClC1=CC=C(C=C1)[C@H]1CC[C@@H](N1)[C@@H](O)C1=C(C=CC=C1)F